nitrodopamine hydrochloride Cl.[N+](=O)([O-])NCCC1=CC(O)=C(O)C=C1